O1CCN(CC1)C1=C(C=CC=C1)CCCC=O 4-((morpholino)phenyl)-1-butanone